C12(OCC(C1)C2)C2=NC(=CC(=N2)Cl)C 2-(2-oxabicyclo[2.1.1]hex-1-yl)-4-chloro-6-methylpyrimidine